N[C@@H]1[C@@H](CCCC1)NC1=NC=C(C(=N1)NC1=CC(=CC=C1)C)C(=O)N 2-{[(1r,2s)-2-Aminocyclohexyl]amino}-4-[(3-Methylphenyl)amino]pyrimidine-5-Carboxamide